N-(4-chloropyridin-2-yl)-4-(trifluoromethyl)oxazol-2-amine ClC1=CC(=NC=C1)NC=1OC=C(N1)C(F)(F)F